tris(2,4-pentanedione) copper (II) [Cu+2].CC(CC(C)=O)=O.CC(CC(C)=O)=O.CC(CC(C)=O)=O